6-epoxycholestanol C1C(C)(CCC[C@@H](C)[C@H]2CC[C@H]3[C@@H]4CC(C5CCCC[C@]5(C)[C@H]4CC[C@]23C)O)O1